3-(1-(3-nitrophenyl)piperidin-4-yl)propanamide [N+](=O)([O-])C=1C=C(C=CC1)N1CCC(CC1)CCC(=O)N